1-ethyl-6-fluoro-7-(4-methylpiperazine-1-yl)-naphthyridine-4(1H)-one C(C)N1C=CC(C2=CC(=C(N=C12)N1CCN(CC1)C)F)=O